3-((3S,4R)-4-hydroxypyrrolidin-3-yl)-4-methylbenzoic acid ethyl ester C(C)OC(C1=CC(=C(C=C1)C)[C@H]1CNC[C@@H]1O)=O